2,2-dimethylbutane CC(C)(CC)C